(1R,4R)-4-((5-amino-8-(trifluoromethyl)pyrido[4,3-d]pyrimidin-2-yl)amino)cyclohexane NC1=NC=C(C=2N=C(N=CC21)NC2CCCCC2)C(F)(F)F